C12C(CC(CC1)C2)NC2=NC(=NC=C2C#N)NC=2C(=CC(=C(C2)NC(C=C)=O)N(C)CCN(C)C)OC N-(5-((4-(bicyclo[2.2.1]heptan-2-ylamino)-5-cyanopyrimidin-2-yl)amino)-2-((2-(dimethylamino)ethyl)(methyl)amino)-4-methoxyphenyl)acrylamide